5,7-dibromo-1-(4-methoxybenzyl)-3-methyl-1H-pyrazolo[4,3-b]Pyridine BrC1=CC(=C2C(=N1)C(=NN2CC2=CC=C(C=C2)OC)C)Br